2-Chloro-4-(difluoromethyl)-3-(methylsulfanyl)-N-(1,3,4-oxadiazol-2-yl)benzamid ClC1=C(C(=O)NC=2OC=NN2)C=CC(=C1SC)C(F)F